[Na+].P(=O)(O)(O)CN(CC(=O)[O-])CC(=O)[O-].[Na+] N-(phosphonomethyl)iminodiacetic acid sodium salt